3-((4-(1-(2-(2-(5-((5-chloro-4-(3-cyclopentylphenyl)pyrimidin-2-yl)amino)pyridin-3-yl)-1-oxo-2,8-diazaspiro[4.5]decan-8-yl)-2-oxoethyl)piperidin-4-yl)phenyl)amino)piperidine-2,6-dione ClC=1C(=NC(=NC1)NC=1C=C(C=NC1)N1C(C2(CC1)CCN(CC2)C(CN2CCC(CC2)C2=CC=C(C=C2)NC2C(NC(CC2)=O)=O)=O)=O)C2=CC(=CC=C2)C2CCCC2